di-N-propyl oxalate CCCOC(=O)C(=O)OCCC